5-(3-ethoxy-3',4'-bis((4-methoxybenzyl)oxy)-[1,1'-biphenyl]-4-yl)-3,6-dihydro-7H-[1,2,3]triazolo[4,5-d]pyrimidin-7-one C(C)OC=1C=C(C=CC1C=1NC(C2=C(N1)NN=N2)=O)C2=CC(=C(C=C2)OCC2=CC=C(C=C2)OC)OCC2=CC=C(C=C2)OC